tert-butyl ((1R)-1-(4-(1-(difluoromethyl)-4-(2-methylbut-3-enamido)-1H-pyrazol-5-yl)pyridin-2-yl)but-3-en-1-yl)carbamate FC(N1N=CC(=C1C1=CC(=NC=C1)[C@@H](CC=C)NC(OC(C)(C)C)=O)NC(C(C=C)C)=O)F